C(C)(CC)[BH-](C(C)CC)C(C)CC.[K+].NC=1OC2=C(N1)C=C(C=C2)C=2C=CC=1N(C2)C(=CN1)C(=O)N1CCOCC1 6-(2-Aminobenzo[d]oxazol-5-yl)imidazo[1,2-a]pyridine-3-yl-morpholinomethanone Potassium tri(s-butyl)borohydride